CC1N(CCNC1)C(=O)OC(C)(C)C 2-methyl-1-piperazinecarboxylic acid, 1,1-dimethylethyl ester